C(C)(C)(C)OC(=O)N1CCC2(CC(OC2=O)CCN2CCN(CC2)C2=C(C=C(C=C2)C)N2CCOCC2)CC1 3-(2-(4-(4-methyl-2-morpholinophenyl)piperazin-1-yl)ethyl)-1-oxo-2-oxa-8-azaspiro[4.5]decane-8-carboxylic acid tert-butyl ester